4-amino-6-((2-cyanophenyl)amino)-N-(2,3-dihydro-1H-inden-2-yl)picolinamide NC1=CC(=NC(=C1)NC1=C(C=CC=C1)C#N)C(=O)NC1CC2=CC=CC=C2C1